FC1(CC(C1)OC1=CC(=NC(=N1)N1N=C(C=C1)C)NC1CCC(CC1)(F)F)F 6-(3,3-difluorocyclobutoxy)-N-(4,4-difluorocyclohexyl)-2-(3-methyl-1H-pyrazol-1-yl)pyrimidin-4-amine